C(C1=CC=C(C(=O)O)C=C1)(=O)O.C=CCCCC.C=CCCCC di(1-hexene) terephthalate